N-(pyridin-2-ylmethyl)valeramide N1=C(C=CC=C1)CNC(CCCC)=O